ON1C(C=CC=C1)=O hydroxy-2(1H)-pyridinone